(4-methylpiperazin-1-yl)(5-(2-nitrophenyl)-2-(4-(trifluoromethyl)phenyl)Azol-4-yl)methanone tert-butyl-(1R,5R)-2-oxo-9-azabicyclo[3.3.1]nonane-9-carboxylate C(C)(C)(C)OC(=O)N1[C@H]2C(CC[C@H]1CCC2)=O.CN2CCN(CC2)C(=O)C=2C=C(NC2C2=C(C=CC=C2)[N+](=O)[O-])C2=CC=C(C=C2)C(F)(F)F